(6aR)-4-chloro-3-(2-fluoro-6-hydroxyphenyl)-1-(2-(hydroxymethyl)-2-methylmorpholino)-6,6a,7,8,9,10-hexahydro-12H-pyrazino[2,1-c]pyrido[3,4-f][1,4]oxazepin-12-one ClC1=C(N=C(C=2C(N3[C@@H](COC21)CNCC3)=O)N3CC(OCC3)(C)CO)C3=C(C=CC=C3O)F